C=C(C(C1=C(C(=C(C(=C1C)C)C)C)O)(C1=CC=CC=2NN=NC21)C2=CC=CC=1NN=NC12)CC methylene-bis-benzotriazolyltetramethylbutylphenol